COC1=C(C=NC=C1)N(C1=CC=C(C=C1)C(F)(F)F)C1CCN(CC1)C=1C=NC(=NC1)C 4-Methoxy-N-(1-(2-methylpyrimidin-5-yl)piperidin-4-yl)-N-(4-(trifluoro-methyl)phenyl)pyridin-3-amine